N1=C(C=CC=C1)CN1CCCCC1 (pyridin-2-ylmethyl)piperidin